N1CCC(=CC1)C1=CC=C(C=N1)S(=O)(=O)NC1=C(N=CS1)C(=O)O 5-[6-(1,2,3,6-tetrahydropyridin-4-yl)pyridin-3-ylsulfonylamino]-1,3-thiazole-4-carboxylic acid